2-[4-(4-Aminopiperidin-1-yl)-3-(3,5-difluorophenyl)chinolin-6-yl]-4-methylpyridin-3-amin NC1CCN(CC1)C1=C(C=NC2=CC=C(C=C12)C1=NC=CC(=C1N)C)C1=CC(=CC(=C1)F)F